N1C(=NC2=C1C=CC=C2)C(=CC2=C(N(C(=C2)C)C=2SC=C(C2C#N)C)C)C#N 2-(3-(2-(1H-benzo[d]imidazol-2-yl)-2-cyanovinyl)-2,5-dimethyl-1H-pyrrol-1-yl)-4-methylthiophene-3-carbonitrile